7-morpholino-2-(4-pyridyl)-N-[5-(4-pyridyl)-1H-pyrazol-3-yl]pyrazolo[1,5-a]pyrimidin-5-amine O1CCN(CC1)C1=CC(=NC=2N1N=C(C2)C2=CC=NC=C2)NC2=NNC(=C2)C2=CC=NC=C2